2-[[6-(1,3-benzothiazol-2-ylamino)-5-methyl-pyridazin-3-yl]-methyl-amino]-5-[3-[4-[3-[[(3R)-3,4-dihydroxybutyl]amino]prop-1-ynyl]-2-fluoro-phenoxy]propyl]thiazole-4-carboxylic acid S1C(=NC2=C1C=CC=C2)NC2=C(C=C(N=N2)N(C=2SC(=C(N2)C(=O)O)CCCOC2=C(C=C(C=C2)C#CCNCC[C@H](CO)O)F)C)C